sodium 2-fluoroprop-2-enoate FC(C(=O)[O-])=C.[Na+]